[5-(Methylsulfanyl)-1,3,4-thiadiazol-2-yl]-5-(pyridin-2-yl)-1,2,4-oxadiazole-3-carboxamide CSC1=NN=C(S1)NC(=O)C1=NOC(=N1)C1=NC=CC=C1